6-(5-(3-((7-bromo-4-oxo-3,4-dihydrophthalazin-1-yl)methyl)benzoyl)-2,5-diazabicyclo[2.2.1]heptan-2-yl)nicotinonitrile BrC1=CC=C2C(NN=C(C2=C1)CC=1C=C(C(=O)N2C3CN(C(C2)C3)C3=NC=C(C#N)C=C3)C=CC1)=O